COC=1C=C(C=C(C=O)C)C=CC1OC 3,4-dimethoxy-α-methyl-cinnamaldehyde